C(C)(=O)OC1=C2C(=CNC2=CC=C1)CCN(C([2H])([2H])[2H])C([2H])([2H])[2H] 3-(2-(bis(methyl-d3) amino) ethyl)-1H-indol-4-yl acetate